(Z)-2-benzylidene-heptanal C(/C1=CC=CC=C1)=C(/C=O)\CCCCC